(4-methoxyphenyl)methyl (2S,3S)-3-(4-chlorophenyl)-2-methyl-3-[(2-methylpropane-2-(R)-sulfinyl)amino]propanoate ClC1=CC=C(C=C1)[C@H]([C@@H](C(=O)OCC1=CC=C(C=C1)OC)C)NS(=O)C(C)(C)C